C(C1=CC=CC=C1)(=O)C1=CC(CC2=C(N1)C=CC(=C2)F)=O 2-Benzoyl-7-fluoro-1,5-dihydro-4H-benzo[b]azepine-4-One